(1R,2S,5S)-N-[cyano-(5-oxothiazolo[3,2-a]pyrimidin-7-yl)methyl]-3-[(2S)-3,3-dimethyl-2-[(2,2,2-trifluoroacetyl)amino]butanoyl]-6,6-dimethyl-3-azabicyclo[3.1.0]hexane-2-carboxamide C(#N)C(NC(=O)[C@@H]1[C@H]2C([C@H]2CN1C([C@H](C(C)(C)C)NC(C(F)(F)F)=O)=O)(C)C)C=1N=C2N(C(C1)=O)C=CS2